O1C(=NC2=C1C=CC=C2)C2(CCN(CC2)C(=O)OC(C)(C)C)OC Tert-Butyl 4-(1,3-benzoxazol-2-yl)-4-methoxypiperidine-1-carboxylate